C(CC)NC1=NC(=NC(=N1)NCCC)N(O)C(C)C N-(4,6-Bis-propylamino-[1,3,5]triazin-2-yl)-N-isopropyl-hydroxylamine